C(C1=CC=CC=C1)(=O)CC(CC(=O)O)=O benzoylacetoacetic acid